C1CC12NCCN(C2)C=2C=C(C=NC2)C=2C(=C(C=C(C2)F)C2=CC(=C(C=C2)N2C(N(C=C2)C)=O)Cl)O 1-(3'-(5-(4,7-diazaspiro[2.5]octan-7-yl)pyridin-3-yl)-3-chloro-5'-fluoro-2'-hydroxy-[1,1'-biphenyl]-4-yl)-3-methyl-1H-imidazol-2(3H)-one